OC1CCC2CN(CC21)C(=O)OC(C)(C)C tert-Butyl 4-hydroxy-3,3a,4,5,6,6a-hexahydro-1H-cyclopenta[c]pyrrole-2-carboxylate